1-(2-(4-(chloromethyl)phenoxy)ethyl)azepane hydrochloride Cl.ClCC1=CC=C(OCCN2CCCCCC2)C=C1